C(OC1(CC1)C(=O)N1CCNCC1)([2H])([2H])[2H] (1-(methoxy-d3)cyclopropyl)(piperazin-1-yl)methanone